[Si](C)(C)(C(C)(C)C)OCCN([S@@](=O)C(C)(C)C)[C@H]1CCC2=C(C=CC=C12)C1=NOC(=N1)C1=CC(=C(C=C1)OC(C)C)C#N (S)-N-(2-((tert-butyldimethylsilyl)oxy)ethyl)-N-((1S)-4-(5-(3-cyano-4-(propan-2-yloxy)phenyl)-1,2,4-oxadiazol-3-yl)-2,3-dihydro-1H-inden-1-yl)-2-methylpropan-2-sulfinamide